3-(4-fluoro-phenyl)-1,5-diphenyl-4,5-dihydro-1H-pyrazole-4-carboxylic acid (5-hydroxy-4,4-dimethyl-pentyl)-amide OCC(CCCNC(=O)C1C(=NN(C1C1=CC=CC=C1)C1=CC=CC=C1)C1=CC=C(C=C1)F)(C)C